NC=1C=2N(C(=CN1)Cl)C(=NC2C2=CC=C(C=C2)C(NC2=NC=CC(=C2)C(F)F)=O)[C@H]2CN(CCO2)C2CCC(CC2)(C(=O)O)C trans-4-{(2R)-2-[8-amino-5-chloro-1-(4-{[4-(difluoromethyl)pyridin-2-yl]carbamoyl}phenyl)imidazo[1,5-a]pyrazin-3-yl]morpholin-4-yl}-1-methylcyclohexanecarboxylic acid